BrC1=C(N=C2C(=N1)N(C(=N2)C2=NC(=CC=C2)OCC)C2=C(C=CC=C2OC)OC)N 6-bromo-1-(2,6-dimethoxyphenyl)-2-(6-ethoxypyridin-2-yl)-1H-imidazo[4,5-b]pyrazin-5-amine